(2-pyrazinyl)-alanine N1=C(C=NC=C1)N[C@@H](C)C(=O)O